COC1=CC=C(C=N1)C1=CN(C2=NC=C(C=C21)C2=CC=C(CN1CC(CC1)O)C=C2)S(=O)(=O)C2=CC=C(C)C=C2 1-(4-(3-(6-methoxypyridin-3-yl)-1-tosyl-1H-pyrrolo[2,3-b]pyridin-5-yl)benzyl)pyrrolidin-3-ol